ClC=1N=C(C2=C(N1)C=C(S2)C=O)Cl 2,4-dichlorothieno[3,2-d]pyrimidine-6-carbaldehyde